(3R)-3-[(2S)-1-(tert-butoxy)-3-(6-formyl-benzo[d]isoxazol-3-yl)-1-oxopropan-2-yl]pyrrolidine-1-carboxylic acid tert-butyl ester C(C)(C)(C)OC(=O)N1C[C@H](CC1)[C@@H](C(=O)OC(C)(C)C)CC1=NOC2=C1C=CC(=C2)C=O